4-(2-(pyrrolidin-1-yl)acetamido)benzamide N1(CCCC1)CC(=O)NC1=CC=C(C(=O)N)C=C1